C(C=C)(=O)OCCCCCCCCCCCCCCCCCC[Si](C)(C)Br acryloxyoctadecylbromodimethylsilane